dicaesio carbonate C(O[Cs])(O[Cs])=O